FC1(CC(C1)CN1C(=CN2C1=NC(=C(C2=O)C=2C=NN(C2)CCC(F)(F)F)C(F)(F)F)C)F 1-[(3,3-difluorocyclobutyl)methyl]-2-methyl-7-(trifluoromethyl)-6-[1-(3,3,3-trifluoropropyl)-1H-pyrazol-4-yl]-1H,5H-imidazo[1,2-a]pyrimidin-5-one